4-(((1S,4S)-2,5-diazabicyclo[2.2.1]heptan-2-yl)sulfonyl)benzene [C@@H]12N(C[C@@H](NC1)C2)S(=O)(=O)C2=CC=CC=C2